ClC=1C(=CC2=C([C@@H]([C@](O2)(C=2C=NC=CC2)CNC2CCC(CC2)(C)O)C)C1C1=C(C(=O)N)C=CC(=C1F)OC)F 2-((2s,3s,4r)-5-chloro-6-fluoro-2-((((trans)-4-hydroxy-4-methylcyclohexyl)amino)methyl)-3-methyl-2-(pyridin-3-yl)-2,3-dihydrobenzofuran-4-yl)-3-fluoro-4-methoxybenzamide